[Si]=O.[Fe] iron compound with silicon oxide